BrC=1C=C(C=C(C1Cl)F)O 3-bromo-4-chloro-5-fluorophenol